OOC(=O)C1=CC=CC=C1C(=O)O[Mg]OC(=O)C2=CC=CC=C2C(=O)OO magnesium Monoperoxyphthalate